ClC1=CC(=C(OC2CCN(CC2)CCCNC(OC(C)(C)C)=O)C(=C1)C)C1=C2C(=NC=C1)C=C(S2)CN2C(CCC2=O)=O tert-butyl (3-(4-(4-chloro-2-(2-((2,5-dioxopyrrolidin-1-yl)methyl)thieno[3,2-b]pyridin-7-yl)-6-methylphenoxy)piperidin-1-yl)propyl)carbamate